fluoro-2-(1H-pyrazol-3-yl)pyridine FC=1C(=NC=CC1)C1=NNC=C1